FC1=C(C=C(C=C1)C(F)(F)F)[C@H](C)NC(=O)C=1C=C(C=NC1OC[2H])C1=CC=C2C(=NNC2=C1)C(=O)NC[2H] 6-(5-{[(1S)-1-[2-fluoro-5-(trifluoromethyl)phenyl]ethyl]carbamoyl}-6-(deutero)methoxypyridin-3-yl)-N-(deutero)methyl-1H-indazole-3-carboxamide